COC=1C=C2C(=CC=NC2=CC1OC)OC1=C(C=C(C=C1)S(=O)(=O)NCCOC1=CC=CC=C1)F 4-{[6,7-bis(methyloxy)quinolin-4-yl]oxy}-3-fluoro-N-[2-(phenyloxy)ethyl]benzenesulfonamide